C[NH+](C)C[B-](F)(F)F N,N-dimethyl-ammoniomethyl-trifluoroborate